C1(=CC=CC=C1)C1CCCC=2C=C(SC21)C(=O)[O-] 7-phenyl-4,5,6,7-tetrahydrobenzothiophene-2-carboxylate